C(C)(C)C1=C(C=CC=C1)C=1C=NC=2N(C1)C(=NN2)CC2=CC=C(C=C2)C=2N(C=C(N2)C(F)(F)F)C 6-(2-isopropylphenyl)-3-(4-(1-methyl-4-(trifluoromethyl)-1H-imidazol-2-yl)benzyl)-[1,2,4]triazolo[4,3-a]pyrimidine